FC(C(=O)O)(F)F.N1CC(C1)CNC(=O)C1CCN(CC1)C(C1=C(C=C(C=C1)NC=1C=2N(C=CN1)C(=CN2)C2=CC(=C(C=C2)OC)F)C)=O N-(azetidin-3-ylmethyl)-1-(4-((3-(3-fluoro-4-methoxyphenyl)imidazo[1,2-a]pyrazin-8-yl)amino)-2-methylbenzoyl)piperidine-4-carboxamide 2,2,2-trifluoroacetate